BrC=1C=C2C(=NN(C2=CC1)C(C1=CC=CC=C1)(C1=CC=CC=C1)C1=CC=CC=C1)NC(=O)C1CN(CCC1)C N-(5-bromo-1-trityl-1H-indazol-3-yl)-1-methylpiperidine-3-carboxamide